FC(C(=O)O)(F)F.NCC(CC=1N(C(NN1)=O)C1=CC(=CC=C1)C=1C=NN(C1)CC)=C(F)F [2-(aminomethyl)-3,3-difluoro-allyl]-4-[3-(1-ethylpyrazol-4-yl)phenyl]-1,2,4-triazol-3-one trifluoroacetate salt